N1(C=NC=C1)C(=S)OCC1(CCN(CC1)C(=O)OC(C)(C)C)CC1=CC(=NC=C1)COC1=C(C=C(C=C1)Cl)Cl tert-Butyl 4-(((1H-imidazole-1-carbonothioyl)oxy)methyl)-4-((2-((2,4-dichlorophenoxy)methyl)pyridin-4-yl)methyl)piperidine-1-carboxylate